(2R,3R,4R,5S,6R)-6-(hydroxymethyl)-2-(4-hydroxyphenylethoxy)-5-methoxytetrahydro-2H-pyran-3,4-diol OC[C@@H]1[C@H]([C@@H]([C@H]([C@@H](O1)OCCC1=CC=C(C=C1)O)O)O)OC